[Br-].BrC=1C=C(C[PH3+])C=CC1 (3-bromobenzyl)phosphonium bromide